C1N(CC12CNCC2)C2=NC=NC=C2OC2=C(C(=O)N(C)C(C)C)C=C(C=C2)F 2-((4-(2,6-diazaspiro[3.4]octan-2-yl)pyrimidin-5-yl)oxy)-5-fluoro-N-isopropyl-N-methylbenzamide